ClC1=NN(C=C1C(=O)OCC)CC(C)(C)O ethyl 3-chloro-1-(2-hydroxy-2-methyl-propyl)pyrazole-4-carboxylate